BrC1=C(C=C(C=C1)N1CC(N(CC1)CC=1C=C(C=CC1C(F)(F)F)N(CCN(C)C)C)C)C(F)(F)F N1-(3-((4-(4-bromo-3-(trifluoromethyl)phenyl)-2-methylpiperazin-1-yl)methyl)-4-(trifluoromethyl)phenyl)-N1,N2,N2-trimethyl-ethan-1,2-diamine